C(C(=C)C)(=O)OCC(COC1=C(C=CC=C1)C(C)(C)C1=C(C=CC=C1)OCC(COC(C(=C)C)=O)O)O 2,2-bis[(3-methacryloyloxy-2-hydroxypropyloxy)phenyl]propane